ClC1=C(OC(C(=O)OC)CC)C=CC=C1 methyl 2-(2-chlorophenoxy)butanoate